benzyl (S)-azetidine-2-carboxylate N1[C@@H](CC1)C(=O)OCC1=CC=CC=C1